(1R)-1-[5-(5-fluoro-3-pyridinyl)-7-[2-(1H-indol-3-yl)ethylamino]Pyrazolo[1,5-a]Pyrimidin-3-yl]Ethanol FC=1C=C(C=NC1)C1=NC=2N(C(=C1)NCCC1=CNC3=CC=CC=C13)N=CC2[C@@H](C)O